The molecule is a macrolide antibiotic that is 20-oxotylactone having a beta-D-mycaminosyl residue attached at position 5. It has a role as a bacterial metabolite. It is an enone, a macrolide antibiotic, a monosaccharide derivative, an aldehyde and a tertiary amino compound. It derives from a tylactone. CC[C@@H]1[C@H](/C=C(/C=C/C(=O)[C@@H](C[C@@H]([C@@H]([C@H]([C@@H](CC(=O)O1)O)C)O[C@H]2[C@@H]([C@H]([C@@H]([C@H](O2)C)O)N(C)C)O)CC=O)C)\\C)C